ethyl(2'-(pyrido[4,3-d]pyrimidin-2-yloxy)biphenyl-3-yl)carbamate C(C)OC(NC=1C=C(C=CC1)C1=C(C=CC=C1)OC=1N=CC2=C(N1)C=CN=C2)=O